F[B-](F)(F)F.C(CCCCCCC)N1C=[N+](C=C1)C 1-octyl-3-methylimidazolium tetrafluoro-borate